4-((3,5-Difluoro-3'-(methoxy-d3)-[1,1'-biphenyl]-4-yl)carbamoyl)-2,5-dihydrofuran-3-carboxylic acid FC=1C=C(C=C(C1NC(=O)C1=C(COC1)C(=O)O)F)C1=CC(=CC=C1)OC([2H])([2H])[2H]